(±)-N,6-Dimethyl-2,3,4,4a,5,6-hexahydro-1H-pyrazino[1,2-a]pyrido[2,3-e]pyrazine-8-carboxamide CNC(=O)C=1C=CC2=C(N(C[C@@H]3N2CCNC3)C)N1 |r|